C(C)(CC)N1N=CC=2N=C(N=C(C21)N[C@@H](C=2C=NC1=CC=CC=C1C2)C2CC2)Cl (1-sec-Butyl-5-chloro-1H-pyrazolo[4,3-d]pyrimidin-7-yl)-((R)-cyclopropyl-quinolin-3-yl-methyl)-amine